6-(((S)-1-((2S,4R)-4-hydroxyl-2-((4-(4-methylthiazol-5-yl)benzyl)carbamoyl)pyrrolidin-1-yl)-3,3-dimethyl-1-oxobutan-2-yl)Amino)-6-oxohexanoic acid O[C@@H]1C[C@H](N(C1)C([C@H](C(C)(C)C)NC(CCCCC(=O)O)=O)=O)C(NCC1=CC=C(C=C1)C1=C(N=CS1)C)=O